(2S,3R,4R,5S,6R)-2-[3-(2,3-dihydro-1,4-benzodioxin-6-yloxy)-4-methoxyphenyl]-6-(hydroxymethyl)oxane-3,4,5-triol O1CCOC2=C1C=CC(=C2)OC=2C=C(C=CC2OC)[C@@H]2O[C@@H]([C@H]([C@@H]([C@H]2O)O)O)CO